BrC1=C(C=C2C(NC(N(C2=C1)C1=C(C=NC=C1)C1CC1)=O)=O)Cl 7-bromo-6-chloro-1-(3-cyclopropyl-pyridin-4-yl)quinazoline-2,4(1H,3H)-dione